O=C1N(CCC(N1)=O)C1=NN(C2=CC(=C(C=C12)F)[C@@H]1C(CN(CC1)C(=O)OC(C)(C)C)(F)F)C tert-butyl (4R)-4-[3-(2,4-dioxohexahydropyrimidin-1-yl)-5-fluoro-1-methyl-indazol-6-yl]-3,3-difluoro-piperidine-1-carboxylate